tert-butyl 3-((3-methyl-6-(thiazol-5-yl)isoquinolin-4-yl)oxy)azetidine-1-carboxylate CC=1N=CC2=CC=C(C=C2C1OC1CN(C1)C(=O)OC(C)(C)C)C1=CN=CS1